NC1=NC=2C=CC(=CC2C2=C1C=NN2C)C(=O)N(N(C)C(=O)C2(CCC2)C#N)CC2=NC=C(C=C2)C(F)(F)F 4-amino-N'-(1-cyanocyclobutanecarbonyl)-N',1-dimethyl-N-[[5-(trifluoromethyl)-2-pyridyl]methyl]pyrazolo[4,3-c]quinoline-8-carbohydrazide